(3R,4R)-3-[(1R)-1-(4-bromophenyl)ethyl]-3,4-dimethyl-pyrrolidin-2-one BrC1=CC=C(C=C1)[C@@H](C)[C@]1(C(NC[C@@H]1C)=O)C